COC1=C(C(=NC(=N1)C1=NC=CC(=C1)[N+](=O)[O-])OC1=CC=CC=C1)C(F)(F)F 6-methoxy-2-(4-nitro-2-pyridyl)-4-phenoxy-5-trifluoromethylpyrimidine